ClCC1=CC=C(C=C1)OC 1-(chloromethyl)-4-methoxybenzene